ClC=1C=C(C=C2C(=NC=NC12)C)C=1C(=NC(=NC1)N)C=1OC=CC1C 5-(8-chloro-4-methylquinazolin-6-yl)-4-(3-methylfuran-2-yl)pyrimidin-2-amine